FC1=C(C=CC=C1)C1=NC(=NC(=N1)C1=CC=CC=C1)C1=CC=CC=C1 (2-fluorophenyl)-4,6-diphenyl-1,3,5-triazine